C(C=C)(=O)N1CCN(CC1)C(C=C)=O 1,4-Bis(acryloyl)piperazine